C1(=CC=CC=C1)C1CC(C1)NC(OCC=1C=C2C(N(CC2=CC1)C1C(NC(CC1)=O)=O)=O)=O (2-(2,6-dioxopiperidin-3-yl)-3-oxoisoindolin-5-yl)methyl ((1s,3s)-3-phenylcyclobutyl)carbamate